2-(3,4-dihydroxyphenyl)-2-oxo-acetate OC=1C=C(C=CC1O)C(C(=O)[O-])=O